tert-butyl 5-acetamido-3-[4-(1,1-difluoroethyl)thiazol-2-yl]pyrrolo[2,3-c]pyridine-1-carboxylate C(C)(=O)NC=1C=C2C(=CN1)N(C=C2C=2SC=C(N2)C(C)(F)F)C(=O)OC(C)(C)C